BrC1=CC(=C(C(=C1)C(=O)N1CCCC1)N[C@H]1[C@H](CCCC1)NC(=O)C1=CN=CC2=CC=CC=C12)[N+](=O)[O-] N-((1S,2R)-2-((4-bromo-2-nitro-6-(pyrrolidine-1-carbonyl)phenyl)amino)cyclohexyl)isoquinoline-4-carboxamide